NC1=NC=2C=CC=CC2C2=C1N=C(N2CC2=CC=C(CNC(O)=O)C=C2)C=2C=NC=CN2 4-((4-amino-2-(pyrazin-3-yl)-1H-imidazo[4,5-c]Quinolin-1-yl)methyl)benzylcarbamic acid